IC1=C(C=CC=C1)C#N 1-iodo-2-Cyanobenzene